BrC=1C=C2C(=C(NC2=CC1)C1=CC=C(C=C1)F)CC(=O)N1CCN(CC1)C(\C=C\C1=C(C=CC=C1)F)=O (E)-1-(4-(2-(5-bromo-2-(4-fluorophenyl)-1H-indol-3-yl)acetyl)piperazin-1-yl)-3-(2-fluorophenyl)prop-2-en-1-one